ClC1=CC(=C(C=C1)C1=CC(=CC=C1)C1=CC=CC=2C3=CC=CC=C3NC12)C1=CC=CC2=CC=CC=C12 (4'-chloro-2'-(naphthalen-1-yl)-[1,1'-biphenyl]-3-yl)-9H-carbazole